[Cl-].[Cl-].[Cl-].[Cl-].[Cl-].[Ta+5] tantalum pentachloride salt